COC(C1CCN(CC1)C1=CC=C2C(=NN(C2=C1)C)C1C(NC(CC1)=O)=O)OC 3-(6-(4-(dimethoxymethyl)piperidin-1-yl)-1-methyl-1H-indazol-3-yl)piperidine-2,6-dione